5-bromo-2-((2,2,6,6-tetramethyltetrahydro-2H-pyran-4-yl)oxy)pyridine BrC=1C=CC(=NC1)OC1CC(OC(C1)(C)C)(C)C